C(CCCCCCCCCCCCCCCCC)C(C(O)(CCCO)C)(CNC([C@H](O)C(C)(C)CO)=O)C stearyl-dimethyl-hydroxypropyl-panthenol